N'-(p-tolyl)-3-cyclopropyl-1-(thiazol-2-yl)-1H-pyrazole-4-carbohydrazide C1(=CC=C(C=C1)NNC(=O)C=1C(=NN(C1)C=1SC=CN1)C1CC1)C